(4-Bromopyrrolo[2,3-d]pyridazin-1-yl)-N,N-dimethyl-acetamide BrC1=C2C(=CN=N1)N(C=C2)CC(=O)N(C)C